(S)-(S)-1-(isopropoxycarbonyl)ethyl phosphoramidate P(O[C@@H](C)C(=O)OC(C)C)([O-])(=O)N